OC1=C(CNC2=C3N=CN(C3=NC=N2)[C@H]2[C@@H](O)[C@H](O)[C@H](O2)CO)C=C(C(=C1OC)OC)OC 6-(2-hydroxy-3,4,5-trimethoxybenzylamino)-9-β-D-arabinofuranosylpurine